C1(=CC=CC=C1)[S@@](=O)CC1=CC=CC=C1 (S)-benzyl phenyl sulfoxide